TRIFLUOROACETALDEHYDE HYDRATE O.FC(C=O)(F)F